Cl.Cl.FC1=C(C=CC(=C1)C1(CCNCC1)O)C=1N=C2SC3=C(N2C1)C=CC(=C3)C(=O)NCCCN3CCC(CC3)F (2-fluoro-4-(4-hydroxypiperidin-4-yl)phenyl)-N-(3-(4-fluoropiperidin-1-yl)propyl)benzo[d]imidazo[2,1-b]thiazole-7-carboxamide dihydrochloride